5-((1-(2-(6-Oxa-3-azabicyclo[3.1.1]heptan-3-yl)pyridin-4-yl)-1H-indazol-6-yl)oxy)-5,6,7,8-tetrahydronaphthalene-2-carbonitrile C12CN(CC(O1)C2)C2=NC=CC(=C2)N2N=CC1=CC=C(C=C21)OC2C=1C=CC(=CC1CCC2)C#N